[(2S,5R)-5-(5-amino-7,9-difluoro[1,2,4]triazolo[1,5-c]quinazolin-2-yl)-2-methylpiperidin-1-yl][6-(2-hydroxypropan-2-yl)pyridazin-4-yl]methanone NC1=NC=2C(=CC(=CC2C=2N1N=C(N2)[C@@H]2CC[C@@H](N(C2)C(=O)C2=CN=NC(=C2)C(C)(C)O)C)F)F